ClC1=C(C(=CC=C1)Cl)CO (2,6-dichlorophenyl)methanol